4-((4-(5-(2-(2,3-difluoro-6-(2-morpholinothiazol-4-yl)phenoxy)ethyl)-1H-1,2,3-triazol-1-yl)butyl)amino)-2-(2,6-dioxopiperidin-3-yl)isoindoline-1,3-dione FC1=C(OCCC2=CN=NN2CCCCNC2=C3C(N(C(C3=CC=C2)=O)C2C(NC(CC2)=O)=O)=O)C(=CC=C1F)C=1N=C(SC1)N1CCOCC1